(S)-7-(4-fluorophenyl)-8-(1-methyl-1H-benzo[d]imidazol-6-yl)-2-((1-methylpyrrolidin-2-yl)methyl)-[1,2,4]triazolo[1,5-c]pyrimidin-5-amine FC1=CC=C(C=C1)C1=C(C=2N(C(=N1)N)N=C(N2)C[C@H]2N(CCC2)C)C=2C=CC1=C(N(C=N1)C)C2